COC(CSC1=CC(=CC=C1)OC)OC 1-[(2,2-dimethyloxyethyl)mercapto]-3-methoxybenzene